COC1=C(C=NC(=C1)N1CCC(CC1)N1CCN(CC1)C)NC1=NC=C(C=N1)C(F)(F)F 2-((4-methoxy-6-(4-(4-methylpiperazin-1-yl)piperidin-1-yl)pyridin-3-yl)amino)-5-(trifluoromethyl)pyrimidin